6-(2-chloro-6-fluorophenyl)-N-(3-methyl-4-(4-methylpiperazin-1-yl)phenyl)pyrimido[5,4-c][2,6]naphthyridin-2-amine ClC1=C(C(=CC=C1)F)C1=NC2=C(C=3C=NC=CC13)N=C(N=C2)NC2=CC(=C(C=C2)N2CCN(CC2)C)C